C1(CCC1)NC(OCCC=1C=C(C(=CC1)F)C1=CC(=C(C=C1)OC)C(NC1=CC2=C(N=C(S2)C)C=C1C(NC1=CC(=C(C=C1)F)C(F)(F)F)=O)=O)=O 6-fluoro-3'-((5-((4-fluoro-3-(trifluorometh-yl)phenyl)carbamoyl)-2-methylbenzo[d]thiazol-6-yl)carbamoyl)-4'-methoxy-[1,1'-biphenyl]-3-ylethyl cyclobutylcarbamate